NC1=C2C=NC(=NC2=CC(=C1F)C1=C(C2=C(OCCN2)N=C1)C)NC=1C=C2CN(C(C2=CC1)=O)CC(C)(C)O 5-{[5-amino-6-fluoro-7-(8-methyl-2,3-dihydro-1H-pyrido[2,3-b][1,4]oxazin-7-yl)quinazolin-2-yl]amino}-2-(2-hydroxy-2-methylpropyl)-2,3-dihydro-1H-isoindol-1-one